tert-butyl (1-cyclopropylpiperidin-3-yl)carbamate C1(CC1)N1CC(CCC1)NC(OC(C)(C)C)=O